2,3,4-trimethylcyclohexan-1-one CC1C(CCC(C1C)C)=O